4-cyclohexyl-4,7-dihydrothieno[2,3-c]pyridin C1(CCCCC1)C1C2=C(CN=C1)SC=C2